(R)-N-((R/S)-1-(3-(difluoromethyl)-5-nitrophenyl)ethyl)-2-methylpropane-2-sulfinamide FC(C=1C=C(C=C(C1)[N+](=O)[O-])[C@@H](C)N[S@](=O)C(C)(C)C)F |&1:11|